C(C)OC1=CC=2N(C=C1C(=O)NC1=NC(=CC=C1)OC)C=C(N2)[C@@H]2[C@H](C2)F 7-ethoxy-2-[(1R,2S)-2-fluorocyclopropyl]-N-(6-methoxy-2-pyridyl)imidazo[1,2-a]pyridine-6-carboxamide